tert-Butyl 4-(2-(5-(3-chloro-6-(difluoromethyl)-2-fluorophenyl)pyridin-2-yl)-3-cyclobutylpropanamido)benzoate ClC=1C(=C(C(=CC1)C(F)F)C=1C=CC(=NC1)C(C(=O)NC1=CC=C(C(=O)OC(C)(C)C)C=C1)CC1CCC1)F